6-((tert-Butoxycarbonyl)amino)imidazo[1,2-a]pyridine-3-carboxylic acid ethyl ester C(C)OC(=O)C1=CN=C2N1C=C(C=C2)NC(=O)OC(C)(C)C